O=C1NC(CCC1OC=1C=CC(=NC1)N1CCC(CC1)CN1CCN(CC1)C1=CC=C(C=C1)NC1=NC=CC(=N1)C1=CC(=C(CNC(=O)N2CC(C2)OC(C)C)C=C1)C)=O N-(4-(2-((4-(4-((1-(5-((2,6-dioxopiperidin-3-yl)oxy)pyridin-2-yl)piperidin-4-yl)methyl)piperazin-1-yl)phenyl)amino)pyrimidin-4-yl)-2-methylbenzyl)-3-isopropoxyazetidine-1-carboxamide